ethyl 2-bromo-3-(5-chloro-2-methoxyphenyl)-3-oxopropanoate BrC(C(=O)OCC)C(=O)C1=C(C=CC(=C1)Cl)OC